4-[4-(1,3-benzothiazol-2-yl)piperidin-1-yl]-7-bromo-1-methyl-2-oxo-1,2-dihydroquinoline-3-carbonitrile S1C(=NC2=C1C=CC=C2)C2CCN(CC2)C2=C(C(N(C1=CC(=CC=C21)Br)C)=O)C#N